CN(C1=C2C=CC=C(C2=CC=C1)S(=O)(=O)C(C(=O)O)(CCCC)N)C 5-(dimethylamino)naphthalene-1-sulfonyl-aminohexanoic acid